N-(4-(9,9-dimethyl-9H-fluoren-2-yl)phenyl)-[1,1'-biphenyl]-4-amine CC1(C2=CC=CC=C2C=2C=CC(=CC12)C1=CC=C(C=C1)NC1=CC=C(C=C1)C1=CC=CC=C1)C